3-[(6-chloro-5-methyl-pyridazin-3-yl)amino]-1-methyl-cyclobutanol ClC1=C(C=C(N=N1)NC1CC(C1)(O)C)C